FC=1C=[N+](C=CC1)[O-] 3-fluoropyridine 1-oxide